[NH2+]1C(=NC=C1)S(=O)(=O)[O-] 1H-imidazole-1-ium-2-sulfonate